tert-butyl 4-hydroxy-[1,4'-bipiperidine]-1'-carboxylate OC1CCN(CC1)C1CCN(CC1)C(=O)OC(C)(C)C